tert-butyl ((1s,4s)-4-allyl-4-(cyclopropanecarboxamido)cyclohexyl)carbamate C(C=C)C1(CCC(CC1)NC(OC(C)(C)C)=O)NC(=O)C1CC1